CC1=NOC(=C1)C(=O)NC[C@H]1NC([C@H](SCC1)C1=CC=C(C=C1)OC1=CC=CC=C1)=O 3-methyl-N-[[(2R,5S)-3-oxo-2-(4-phenoxyphenyl)-1,4-thiazepan-5-yl]methyl]isoxazole-5-carboxamide